NC=1C=C2C(=C(NC2=C(C1C(=O)C1=C(C=CC(=C1)F)Cl)Br)C)Cl (5-amino-7-bromo-3-chloro-2-methylindol-6-yl)(2-chloro-5-fluorophenyl)methanone